(2R,3R,4S,5S)-2-(4-amino-7H-pyrrolo[2,3-d]pyrimidin-7-yl)-5-((S)-1-(bicyclo[4.2.0]octa-1(6),2,4-trien-3-yl)-1-hydroxyethyl)tetrahydrofuran-3,4-diol NC=1C2=C(N=CN1)N(C=C2)[C@@H]2O[C@@H]([C@H]([C@H]2O)O)[C@@](C)(O)C2=CC=1CCC1C=C2